5-(3,3-dicyanopropylsulfanyl)-3-ethylsulfanyl-pyridine-2-carboxylic acid ethyl ester C(C)OC(=O)C1=NC=C(C=C1SCC)SCCC(C#N)C#N